1,8-dimethyl-5-[[(1R)-1-[3-(1,1-difluoro-2-hydroxy-2-methyl-propyl)-2-fluoro-phenyl]ethyl]amino]spiro[pyrrolo[3,2-g]phthalazine-3,4'-tetrahydropyran]-2-one CN1C(C2(CCOCC2)C=2C=C3C(=NN=C(C3=CC21)C)N[C@H](C)C2=C(C(=CC=C2)C(C(C)(C)O)(F)F)F)=O